BrC=1C=2N(C(=CC1)Cl)C=NC2 E-8-bromo-5-chloroimidazo[1,5-a]pyridine